N-(5-((6-chloropyridin-3-yl)methoxy)-1,3,4-thiadiazol-2-yl)-2-morpholinonicotinamide ClC1=CC=C(C=N1)COC1=NN=C(S1)NC(C1=C(N=CC=C1)N1CCOCC1)=O